CN1N=C2C(CN(C=3C(=CC=CC23)NC2=CC(=NC=C2C(=O)NC([2H])([2H])[2H])NC(=O)C2COC2)C)=C1 4-((2,5-dimethyl-4,5-dihydro-2H-pyrazolo[4,3-c]quinolin-6-yl)amino)-N-(methyl-d3)-6-(oxetan-3-carboxamido)nicotinamide